NC1=C(C(=O)NC2CCC(CC2)(C)O)C=C(C=N1)C1=C(C=C(C=C1)CN1C(CCC1)C)F 2-amino-5-(2-fluoro-4-((2-methylpyrrolidin-1-yl)methyl)phenyl)-N-(4-hydroxy-4-methylcyclohexyl)nicotinamide